2-chloro-4-phenyl-6-(4-biphenylyl)triazine ClN1NC(=CC(=N1)C1=CC=CC=C1)C1=CC=C(C=C1)C1=CC=CC=C1